CN(C(C1=C(C(=CC(=C1)C(C)(C)C)C(C)(C)C)O)=O)C N,N-dimethyl-3,5-di-tert-butyl-2-hydroxybenzamide